1-(2-((4-fluoro-phenyl)amino)-5-methyl-pyrimidin-4-yl)-N-(2-hydroxy-1-phenylethyl)-4-methyl-1H-pyrrole-3-carboxamide FC1=CC=C(C=C1)NC1=NC=C(C(=N1)N1C=C(C(=C1)C)C(=O)NC(CO)C1=CC=CC=C1)C